4-Amino-3-chloro-N-((2S)-1-((1-cyclopropyl-2-hydrazineyl-2-oxoethyl)amino)-3,3-dimethyl-1-oxobutan-2-yl)benzamide NC1=C(C=C(C(=O)N[C@H](C(=O)NC(C(=O)NN)C2CC2)C(C)(C)C)C=C1)Cl